CN1C=2C=CC(=NC2C(=CC1=O)N1CCC(CC1)OC1=NN=CC2=CC=CC=C12)C#N 5-Methyl-6-oxo-8-(4-(phthalazin-1-yloxy)piperidin-1-yl)-5,6-dihydro-1,5-naphthyridin-2-carbonitril